C(C)(C)(C)OC(=O)NCCN(CCCCCCC(C(=O)OCCCC(CCCCC)CCCCC)(C)C)CCCCCCC(C(OCCCC(CCCCC)CCCCC)=O)(C)C 4-pentylnonyl 8-[2-(tert-butoxycarbonylamino)ethyl-[7,7-dimethyl-8-oxo-8-(4-pentylnonoxy)octyl]amino]-2,2-dimethyl-octanoate